C(C)OC=1C=CC(=NC1)C=1N(C=NN1)C1=C(C=CC=C1)F 5-(5-ethoxypyridin-2-yl)-4-(2-fluorophenyl)-4H-1,2,4-triazole